FC(C(=O)O)(F)F.ClC=1C(=C2C=NNC2=CC1)C=1C(=NN(C1C)C1CC2(CNC2C)C1)N1CCN(CC1)C(C)=O 1-(4-(4-(5-Chloro-1H-indazol-4-yl)-5-methyl-1-(1-methyl-2-azaspiro[3.3]heptan-6-yl)-1H-pyrazol-3-yl)piperazin-1-yl)ethan-1-one trifluoroacetate